C(C)(=O)O.FC1=C(C=CC=C1)NC1=CC=C2C(=NNC2=C1)NC(C1=CC=C(C=C1)N1CCN(CC1)C)=O N-(6-((2-fluorophenyl)amino)-1H-indazol-3-yl)-4-(4-methylpiperazin-1-yl)benzamide, Acetic acid salt